OCCC(=O)OCC(COC(CCO)=O)(COC(CCO)=O)COC(CCO)=O pentaerythritol tetrakis(3-hydroxypropionate)